1-(3-(tert-butyl)-1-phenyl-1H-pyrazol-5-yl)-3-(6-((3-oxo-3,4-dihydropyrido[2,3-b]pyrazin-8-yl)oxy)pyridin-3-yl)urea C(C)(C)(C)C1=NN(C(=C1)NC(=O)NC=1C=NC(=CC1)OC1=CC=NC=2NC(C=NC21)=O)C2=CC=CC=C2